O1CC(C1)C(=O)N oxetan-3-carboxamide